CS(=O)(=O)NC=1SC=C(N1)CC(=O)N 2-(2-(methylsulfonamido)thiazol-4-yl)acetamide